ethyl (S)-3-(2-((1-(2-((20-(2-chloroacetamido)-2,2-dimethylicosyl) (6-methylpyridin-2-yl) carbamoyl)-5-methoxyphenyl) piperidin-4-yl) methoxy) pyridin-4-yl)-3-cyclopropylpropanoate ClCC(=O)NCCCCCCCCCCCCCCCCCCC(CN(C(=O)C1=C(C=C(C=C1)OC)N1CCC(CC1)COC1=NC=CC(=C1)[C@@H](CC(=O)OCC)C1CC1)C1=NC(=CC=C1)C)(C)C